1-methyl-4,5-dihydro-1H-1,2,4-triazole CN1N=CNC1